iminobispropyl-amine N=CCCNCCC